FC1=C(C=CC=C1)N1N=C(C=CC1=O)C(=O)N[C@H](C)C=1SC(=CC1)C=1C=C2CCC2=CC1CNC 1-(2-fluorophenyl)-N-[(1R)-1-[5-[4-(methylaminomethyl)-3-bicyclo[4.2.0]octa-1,3,5-trienyl]-2-thienyl]ethyl]-6-oxo-pyridazine-3-carboxamide